C(#N)C1=NC2=CC(=CC(=C2N=C1N1CCN(CC1)CC(F)(F)F)[C@@H](C)NC1=C(C(=O)O)C=CC=C1)C (R)-2-((1-(2-cyano-7-methyl-3-(4-(2,2,2-trifluoroethyl)piperazin-1-yl)-quinoxalin-5-yl)ethyl)amino)benzoic acid